COC=1C(=C(C=C(C1)OC)C[C@H](C)CC(=O)O)B1OC(C(O1)(C)C)(C)C.NC=1SC(=CN1)C=1C=C2C=C(N=CC2=CC1)NC(C1=CC(=NC=C1)N1CCN(CC1)C)=O N-(6-(2-Aminothiazol-5-yl)isoquinolin-3-yl)-2-(4-methylpiperazin-1-yl)Isonicotinamide (S)-1-[3,5-dimethoxy-2-(4,4,5,5-tetramethyl-1,3,2-dioxaborolan-2-yl)phenyl]propan-2-yl-acetate